4-[7-bromo-6-(1,1-difluoroethyl)quinazolin-4-yl]piperazine-1-carboxylic acid tert-butyl ester C(C)(C)(C)OC(=O)N1CCN(CC1)C1=NC=NC2=CC(=C(C=C12)C(C)(F)F)Br